MALEINIMID C1(C=CC(N1)=O)=O